[Al].C=C ethylene aluminum salt